FC(C(=O)O)(F)F.COC=1C=C2CCN(CC2=CC1NC1=NC=C2C(=N1)N(N=C2)CC2CC(C2)NC(C)=O)C N-(3-((6-((6-methoxy-2-methyl-1,2,3,4-tetrahydroisoquinolin-7-yl)amino)-1H-pyrazolo[3,4-d]pyrimidin-1-yl)methyl)cyclobutyl)acetamide trifluoroacetate